N-[4-(4-methylpiperazin-1-yl)phenyl]-9-phenyl-6-propyl-6H-pyrimido[5,4-c][2,1]benzothiazin-2-amine 5,5-dioxide CN1CCN(CC1)C1=CC=C(C=C1)NC=1N=CC=2S(N(C3=C(C2N1)C=C(C=C3)C3=CC=CC=C3)CCC)(=O)=O